FC1=C(C(=C(C=C1C1=NN(C2=NC(=C(C=C21)F)N2CCC(CC2)OC)C)C(F)(F)F)F)O 2,6-Difluoro-3-(5-fluoro-6-(4-methoxypiperidin-1-yl)-1-methyl-1H-pyrazolo[3,4-b]pyridin-3-yl)-5-(trifluoromethyl)phenol